1-bromo-3-(trifluoromethyl)benzene BrC1=CC(=CC=C1)C(F)(F)F